3-((1-(2-(4-Fluorophenyl)-2-oxoethyl)piperidin-4-yl)methyl)-1-methyl-1-(pyridin-2-yl)urea FC1=CC=C(C=C1)C(CN1CCC(CC1)CNC(N(C1=NC=CC=C1)C)=O)=O